6-(5-methyl-4-prop-2-enoyl-2,3-dihydroquinoxalin-1-yl)pyrido[2,3-d]pyrimidin-7-one CC1=C2N(CCN(C2=CC=C1)C1C=C2C(N=CN=C2)=NC1=O)C(C=C)=O